2-amino-3'-hydroxy-2',6'-dimethyl-5-(2-(piperidin-4-yloxy)pyridin-4-yl)-[1,1'-biphenyl]-3-carboxamide NC1=C(C=C(C=C1C(=O)N)C1=CC(=NC=C1)OC1CCNCC1)C1=C(C(=CC=C1C)O)C